D-Biotinamide C(CCCC[C@@H]1SC[C@@H]2NC(=O)N[C@H]12)(=O)N